(S)-1-cyano-N-methyl-N-(1-phenyl-1H-pyrazol-3-yl)pyrrolidine-2-carboxamide C(#N)N1[C@@H](CCC1)C(=O)N(C1=NN(C=C1)C1=CC=CC=C1)C